(1-(m-tolyl)vinyl)acetamide C1(=CC(=CC=C1)C(=C)CC(=O)N)C